tetrafluorogadolinium sodium [Na].F[Gd](F)(F)F